F[C@@H]1[C@H](CN(CC1)C=1C=CC=NC1)O 5-((3S,4S)-4-fluoro-3-hydroxypiperidin-1-yl)pyridine